3,4-dicyclohexyl-2,5-dimethylhexane C1(CCCCC1)C(C(C)C)C(C(C)C)C1CCCCC1